C(C)(C)(C)N1N=CC(=C1)NC1=NC=C(C(=N1)NC\C=C\C(C)C)C(=O)N (E)-2-((1-tert-butyl-1H-pyrazol-4-yl)amino)-4-((4-methylpent-2-en-1-yl)amino)pyrimidin-5-carboxamide